tert-butyl 8-bromo-6-(bromomethyl)-3,4-dihydroisoquinoline-2(1H)-carboxylate BrC=1C=C(C=C2CCN(CC12)C(=O)OC(C)(C)C)CBr